CC1(CN(C=2C1=NC=CC2)C(=O)NCC2CCN(CC2)CCC2=CC=CC=C2)C 3,3-dimethyl-N-((1-phenethylpiperidin-4-yl)methyl)-2,3-dihydro-1H-pyrrolo[3,2-b]pyridine-1-carboxamide